BrCC1=CC=C(C=O)C=C1 4-(Bromomethyl)benzaldehyde